ClC1=C(C=CC=C1OCCCN1CC(CC1)O)C1=NOC2=C1C=CC=C2 3-(2-chloro-3-(3-(3-hydroxypyrrolidin-1-yl)propoxy)phenyl)benzisoxazol